3-bromo-2-fluoro-5-methyl-pyridine BrC=1C(=NC=C(C1)C)F